FC(C1=CC(=C(C=C1)C1(CC1)C(=O)OC(C)(C)C)OC)F tert-butyl 1-[4-(difluoromethyl)-2-methoxyphenyl]cyclopropane-1-carboxylate